C(C)(C)(C)OC(=O)N1C[C@]2(CCN(C2)[C@H](C(=O)O)C2CCCC2)CC1 (S)-2-((R)-7-(tert-butoxycarbonyl)-2,7-diazaspiro[4.4]nonan-2-yl)-2-cyclopentylacetic acid